6-[4-(morpholin-4-yl)-5H,6H,7H,8H-pyrido[4,3-d]pyrimidin-6-yl]pyridine-3-carbonitrile N1(CCOCC1)C=1C2=C(N=CN1)CCN(C2)C2=CC=C(C=N2)C#N